S(=O)(=O)(C1=CC=C(C)C=C1)O[C@@H]1C[C@@H]2CC[C@H]3[C@@H]4CCC([C@@]4(C)CC[C@@H]3[C@]2(CC1)C)=O 3β-tosyloxy-5α-androstan-17-one